diethylaminoethyl 2-(p-isobutyl-phenyl)propionate C(C(C)C)C1=CC=C(C=C1)C(C(=O)OCCN(CC)CC)C